Boc-4-Aminobenzoic Acid CC(C)(C)OC(=O)NC1=CC=C(C=C1)C(=O)O